BrC1=C(C(=C(C(=C1[2H])[2H])C1=C(C(=C(C(=C1[2H])[2H])[2H])[2H])[2H])[2H])[2H] 4-bromobiphenyl-d9